BrC1=NN(C(=C1C#N)N(C)C(=O)OC(C)(C)C)[C@H]1C[C@@H](N(C1)C(=O)OC(C)(C)C)COC tert-butyl (2R,4S)-4-(3-bromo-5-((tert-butoxycarbonyl)(methyl)amino)-4-cyano-1H-pyrazol-1-yl)-2-(methoxymethyl)pyrrolidine-1-carboxylate